2-(4,4-difluoropiperidin-1-yl)acetic acid FC1(CCN(CC1)CC(=O)O)F